CC1(CC1)NC(O[C@H]1CO[C@H](C1)C1=CC(=NN1)NC(=O)C1=CC(=NN1C)OC(F)(F)F)=O (3R,5R)-5-(3-(1-methyl-3-(trifluoromethoxy)-1H-pyrazole-5-carboxamido)-1H-pyrazol-5-yl)tetrahydrofuran-3-yl (1-methylcyclopropyl)carbamate